COC(C1=CC=C(C=C1)OCC(CCC)C)=O 4-((2-methylpentyl)oxy)benzoic acid methyl ester